C[C@@H]1N(C[C@@H](N(C1)C(=O)[C@]1(O[C@@H]1C1=CC=CC=C1)C)C)C(=O)[C@]1(O[C@@H]1C1=CC=CC=C1)C ((2S,5S)-2,5-dimethylpiperazine-1,4-diyl)bis(((2S,3R)-2-methyl-3-phenyl-oxiran-2-yl)methanone)